Benzyl D-asparaginate N[C@H](CC(N)=O)C(=O)OCC1=CC=CC=C1